ClC1=C(C=CC(=C1)N1CCN(CC1)S(=O)(=O)C)N1N=CC2=CC(=C(C(=C12)F)O)F 1-(2-Chloro-4-(4-(methylsulfonyl)piperazin-1-yl)phenyl)-5,7-difluoro-1H-indazol-6-ol